CC=1C(=NC(=NC1)NC1=CC2=C(B(OC2)O)C=C1)NC1=CC=CC=C1 5-((5-methyl-4-(phenylamino)pyrimidin-2-yl)amino)benzo[c][1,2]oxaborol-1(3H)-ol